C(C)(C)(C)OC(=O)NC1(CC2=CC(=CC=C2CC1)OC1=C(C=CC=C1)C1=CC(=CC=C1)C(C)C)C(=O)OC methyl 2-((tert-butoxycarbonyl) amino)-7-((3'-isopropyl-[1,1'-biphenyl]-2-yl) oxy)-1,2,3,4-tetrahydronaphthalene-2-carboxylate